The molecule is a HETE having a (19S)-hydroxy group and all-cis double bonds at positions 5, 8, 11 and 14. It has a role as a mouse metabolite. It derives from an icosa-5,8,11,14-tetraenoic acid and an arachidonic acid. C[C@@H](CCC/C=C\\C/C=C\\C/C=C\\C/C=C\\CCCC(=O)O)O